N-(2,5-difluoro-4-(methylsulfonyl)phenyl)-6-methyl-7-oxo-6,7-dihydro-1H-pyrrolo[2,3-c]pyridine-3-sulfonamide FC1=C(C=C(C(=C1)S(=O)(=O)C)F)NS(=O)(=O)C1=CNC=2C(N(C=CC21)C)=O